2-fluoro-N-((2R)-3-methyl-1-oxo-1-(10-oxo-7-(pyridin-2-yl)-3,9-diazaspiro[5.5]undecan-3-yl)butan-2-yl)-5-(trifluoromethyl)benzamide FC1=C(C(=O)N[C@@H](C(N2CCC3(CC2)C(CNC(C3)=O)C3=NC=CC=C3)=O)C(C)C)C=C(C=C1)C(F)(F)F